trans-(2RS,3RS)-3-(2-pyridyldithio)tetralin-2-ol N1=C(C=CC=C1)SS[C@H]1[C@@H](CC2=CC=CC=C2C1)O |r|